6-bromo-4-chloro-7-(methoxymethoxy)-1-methylene-2,3-dihydro-1H-indene BrC1=CC(=C2CCC(C2=C1OCOC)=C)Cl